OC1=CC=C(C=C1)C1(CC=C(C=C1)C(C)(C)C1=CC=C(C=C1)O)C(C)C 1,1'-bis-(4-hydroxyphenyl)-para-diisopropylbenzene